ClC1=C(C=CC=C1O)O 2-chlorobenzene-1,3-diol